COC([C@@H](NC(=O)OC(C)(C)C)CC[Se]C)=O Boc-selenomethionine methyl ester